6-methyl-N-(piperidin-4-yl)quinolin-5-amine hydrochloride Cl.CC1=C(C=2C=CC=NC2C=C1)NC1CCNCC1